(1S,3S)-3-((6-(5-(((butoxycarbonyl)(methyl)amino)methyl)-1-methyl-1H-1,2,3-triazol-4-yl)pyridin-3-yl)oxy)cyclohexane-1-carboxylic acid C(CCC)OC(=O)N(C)CC1=C(N=NN1C)C1=CC=C(C=N1)O[C@@H]1C[C@H](CCC1)C(=O)O